methyl 1-(2-fluorophenyl)-5-methyl-1H-1,2,3-triazole-4-carboxylate FC1=C(C=CC=C1)N1N=NC(=C1C)C(=O)OC